2-{p-[N-methyl(4-{[(R)-3-(tert-butoxycarbonylamino)-1-piperidyl]methyl}-2-pyridyl)carbonylamino]phenyl}-4-morpholino-1-{[2-(trimethylsilyl)ethoxy]methyl}-1H-1,5,7-triazaindene CN(C1=CC=C(C=C1)C=1N(C2=NC=NC(=C2C1)N1CCOCC1)COCC[Si](C)(C)C)C(=O)C1=NC=CC(=C1)CN1C[C@@H](CCC1)NC(=O)OC(C)(C)C